(6-((3-((6-chloro-3-(methylcarbamoyl) pyridazin-4-yl) amino)-4-methoxyphenylethoxy) methyl) pyridin-2-yl) carbamate C(N)(OC1=NC(=CC=C1)COCCC1=CC(=C(C=C1)OC)NC1=C(N=NC(=C1)Cl)C(NC)=O)=O